C(\C=C/C\C=C/C\C=C/CCCCC)C1=C(C=CC=C1)CCCC(=O)O 4-(2-((2Z,5Z,8Z)-Tetradeca-2,5,8-trien-1-yl)phenyl)butanoic acid